C(C)(C)(C)OC(=O)N1C2(C=3N=C(N=C(C3CC1)OS(=O)(=O)C(F)(F)F)SC)CC2 2'-(methylthio)-4'-(((trifluoromethyl)sulfonyl)oxy)-5',6'-dihydro-7'H-spiro[cyclopropane-1,8'-pyrido[3,4-d]pyrimidine]-7'-carboxylic acid tert-butyl ester